bisoxazole diethyl-phosphate C(C)OP(=O)(OCC)O.O1C=NC=C1.O1C=NC=C1